8-(6-(1-fluoro-2-methylpropan-2-yl)pyridin-3-yl)-6-oxo-3,4-dihydro-2H,6H-pyrimido[2,1-b][1,3]thiazine-7-carbonitrile FCC(C)(C)C1=CC=C(C=N1)C=1N=C2SCCCN2C(C1C#N)=O